C1=C(C=CC=2SC3=C(C21)C=CC=C3)C=3C(=C(C=2C=CC1=CC=C(C=4C=CC3C2C41)NC4=CC=CC=C4)NC4=CC=CC=C4)C4=CC1=C(SC2=C1C=CC=C2)C=C4 bis(dibenzothiophene-2-yl)-N,N'-diphenylpyrene-1,6-diamine